CC(C)N1CC=CC=C1 N-(propan-2-yl)pyridine